N-(5-((5-Cyano-4-(1-cyclopropyl-4-methoxy-1H-indol-3-yl)pyrimidin-2-yl)amino)-2-((2-(dimethylamino)ethyl)(methyl)amino)-4-methoxyphenyl)acrylamide C(#N)C=1C(=NC(=NC1)NC=1C(=CC(=C(C1)NC(C=C)=O)N(C)CCN(C)C)OC)C1=CN(C2=CC=CC(=C12)OC)C1CC1